lithium bis(perfluorophenyl) borate B(OC1=C(C(=C(C(=C1F)F)F)F)F)(OC1=C(C(=C(C(=C1F)F)F)F)F)[O-].[Li+]